C(C)(C)(C)OC(=O)N=S(=O)(C)C=1C=CC2=C(C=C(S2)C(=O)O)C1 5-(N-tert-butoxycarbonyl-S-methyl-sulfonimidoyl)benzothiophene-2-carboxylic acid